C(C1=CC=CC=C1)OC1=C(C(=O)N2CC3=CC(=CC=C3CC2)C(=O)N(C)C)C(=CC(=C1C)O)O 2-(2-(benzyloxy)-4,6-dihydroxy-3-methylbenzoyl)-N,N-dimethyl-1,2,3,4-tetrahydroisoquinoline-7-carboxamide